6,7-DIHYDRO-3H-OXAZOLo[3,4-A]PYRAZINE-5,8-DIONE C=1OCN2C1C(NCC2=O)=O